C(C=C)(=O)OCCCCCCCCCCC[Si](C)(C)F acryloxyundecylfluorodimethylsilane